C(C)(C)(C)OC(=O)N1C[C@H]([C@@](CC1)(C)O)F.Cl.F[C@@H]1CNCC[C@@]1(O)C |r| Cis-rac-3-fluoro-4-methylpiperidin-4-ol hydrochloride Cis-rac-tert-butyl-3-fluoro-4-hydroxy-4-methylpiperidine-1-carboxylate